BrC1=CC=CN2C(=C(C=C12)F)C1=NC=2C(=NC=C(C2)C(F)(F)F)N1C 2-(8-bromo-2-fluoroindolizin-3-yl)-3-methyl-6-(trifluoromethyl)-3H-imidazo[4,5-b]pyridine